(R)-3-chloro-2-methyl-6,7,7a,8,10,11-hexahydro-9H-pyrazino[1,2-d]pyrido[3,2-b][1,4]thiazepin ClC1=CC=2SCC[C@H]3N(C2N=C1C)CCNC3